C(C)(C)(C)C(C1=CC=C(C=C1)O)(C1=C(C(=C(C(=C1C)C(C1=CC=C(C=C1)O)(C(C)(C)C)C(C)(C)C)C)C(C1=CC=C(C=C1)O)(C(C)(C)C)C(C)(C)C)C)C(C)(C)C 1,3,5-tris(di-tert-butyl-4-hydroxybenzyl)-2,4,6-trimethylbenzene